ClC1=NC(=CC(=C1)C1(CC(C1)(F)F)C=O)Cl 1-(2,6-dichloropyridin-4-yl)-3,3-difluorocyclobutane-carbaldehyde